COCBr Bromomethyl methyl ether